N-(2-fluoro-4-(2-(((3S,5S)-5-fluoro-piperidin-3-yl)amino)-8-iso-propylpyrido[3,2-d]pyrimidin-6-yl)phenyl)piperidine-1-sulfonamide FC1=C(C=CC(=C1)C=1C=C(C=2N=C(N=CC2N1)N[C@@H]1CNC[C@H](C1)F)C(C)C)NS(=O)(=O)N1CCCCC1